BrC=1C=C(C=C(C1)C(C)(C)C)[C@H](CC(=O)OC)CN1CC2(C1)CN(CC2)CCC2=NC=1NCCCC1C=C2 methyl (S)-3-(3-bromo-5-(tert-butyl)phenyl)-4-(6-(2-(5,6,7,8-tetrahydro-1,8-naphthyridin-2-yl)ethyl)-2,6-diazaspiro[3.4]octan-2-yl)butanoate